5-((1-(4-(4-Isopropylpiperazin-1-yl)phenyl)-1H-imidazol-4-yl)amino)pyrazine-2-carbonitrile C(C)(C)N1CCN(CC1)C1=CC=C(C=C1)N1C=NC(=C1)NC=1N=CC(=NC1)C#N